N-((1r,3R)-3-((8-cyanoquinolin-5-yl)oxy)-2,2,4,4-tetramethylcyclobutyl)-3-fluoro-4-((R)-3-(hydroxymethyl)pyrrolidin-1-yl)benzamide C(#N)C=1C=CC(=C2C=CC=NC12)OC1C(C(C1(C)C)NC(C1=CC(=C(C=C1)N1C[C@@H](CC1)CO)F)=O)(C)C